Bis(2,2,6,6-tetramethyl-1-(octyloxy)-4-piperidyl) sebacate C(CCCCCCCCC(=O)OC1CC(N(C(C1)(C)C)OCCCCCCCC)(C)C)(=O)OC1CC(N(C(C1)(C)C)OCCCCCCCC)(C)C